CN1N=C(C=CC1=O)NC(=O)C1=CN2C3=CC=C(C=C3SC2=N1)OCC=C N-(1-Methyl-6-oxo-1,6-dihydropyridazin-3-yl)-10-(prop-2-en-1-yloxy)-7-thia-2,5-diazatricyclo[6.4.0.02,6]dodeca-1(12),3,5,8,10-pentaene-4-carboxamide